NC=1C=CC(=NC1)N1CCS(CC1)(=NCC)=O (5-aminopyridin-2-yl)-1-(ethylimino)-1λ6-thiomorpholin 1-oxide